N-[2-[[1-[4-[(3-methoxy-4-methyl-phenyl)carbamoyl]cyclohexyl]-2-oxo-3H-benzoimidazol-4-yl]-methyl-amino]ethyl]-N-methyl-carbamic acid tert-butyl ester C(C)(C)(C)OC(N(C)CCN(C)C1=CC=CC=2N(C(NC21)=O)C2CCC(CC2)C(NC2=CC(=C(C=C2)C)OC)=O)=O